FC=1C(=C(C=CC1)NC1=C(NC2=C1C(NCC2)=O)C2=C(C=NC=C2)C#C[C@@]2(NCCC2)C)OC 3-[(3-fluoro-2-methoxyphenyl)amino]-2-(3-{2-[(2R)-2-methylpyrrolidin-2-yl]ethynyl}pyridin-4-yl)-1H,5H,6H,7H-pyrrolo[3,2-c]pyridin-4-one